N-[(2-amino-3-pyridyl)sulfonyl]-6-(3-ethoxyphenyl)-2-[(4S)-2,2,4-trimethylpyrrolidin-1-yl]pyridine NC1=NC=CC=C1S(=O)(=O)N1C(C=CC=C1C1=CC(=CC=C1)OCC)N1C(C[C@@H](C1)C)(C)C